1-(3-chloro-4-fluorobenzyl)-4-(3-(1-methyl-1H-pyrazol-4-yl)-1H-indazol-5-yl)pyridin-2(1H)-one ClC=1C=C(CN2C(C=C(C=C2)C=2C=C3C(=NNC3=CC2)C=2C=NN(C2)C)=O)C=CC1F